C(CCCCCC)SC1=CC=C(C=C1)C(CCN1CCCCC1)=O 1-(4-(heptylthio)phenyl)-3-(piperidin-1-yl)propan-1-one